ethyl 2-((5-fluoro-1H-pyrrolo[2,3-b]pyridin-3-yl)amino)-2-oxoacetate FC=1C=C2C(=NC1)NC=C2NC(C(=O)OCC)=O